(S)-6-guanidino-3-((2S,3R)-3-hydroxy-2-((S)-4-phenyl-2-(3-phenylpropanamido)butanamido)butanamido)-N-(1-methylcyclopropyl)-2-oxohexanamide N(C(=N)N)CCC[C@@H](C(C(=O)NC1(CC1)C)=O)NC([C@H]([C@@H](C)O)NC([C@H](CCC1=CC=CC=C1)NC(CCC1=CC=CC=C1)=O)=O)=O